2-Nitro-1,4-phenylenediamine [N+](=O)([O-])C1=C(C=CC(=C1)N)N